CC(C(=O)OCC(CO)O)=C 2,3-dihydroxypropyl 2-methyl-2-propenoate